5-Fluoro-2-[1-(2-isoindolin-2-yl-6-methyl-4-oxo-chromen-8-yl)ethylamino]benzoic acid FC=1C=CC(=C(C(=O)O)C1)NC(C)C=1C=C(C=C2C(C=C(OC12)N1CC2=CC=CC=C2C1)=O)C